3-(3-fluoro-4-(4-aminopiperidin-1-yl)phenyl)-1H-1,2,4-triazole-3,5-diamine FC=1C=C(C=CC1N1CCC(CC1)N)C1(NNC(=N1)N)N